C(C)OC(C(F)(F)C1=CC=CC2=CC=CC(=C12)Cl)=O 2-(8-chloro-1-naphthyl)-2,2-difluoro-acetic acid ethyl ester